1,1,2-TRICHLORoETHAN ClC(CCl)Cl